CN1N=C(C(=C1[2H])NC=1N=CC2=C(N1)N(C(=C2)C#N)[C@H]2[C@@H](COCC2)C)OC2COC2 2-((1-methyl-3-(oxetan-3-yloxy)-1H-pyrazol-4-yl-5-d)amino)-7-((3S,4R)-3-methyltetrahydro-2H-pyran-4-yl)-7H-pyrrolo[2,3-d]pyrimidine-6-carbonitrile